Cl.N1=C(N=CC=C1)N1N=CN=C1[C@H](C)N (1S)-1-[1-(pyrimidin-2-yl)-1H-1,2,4-triazol-5-yl]Ethylamine hydrochloride